C(#N)C1=C(SC2=C1CN(CC2)CC2CC(C2)(F)F)NC(CC2=CC(=C(C=C2)S(=O)(=O)C)OC)=O N-(3-Cyano-5-((3,3-difluorocyclobutyl)methyl)-4,5,6,7-tetrahydrothieno[3,2-c]pyridin-2-yl)-2-(3-methoxy-4-(methylsulfonyl)phenyl)-acetamid